C12CN(CC2C1)C1=NC=C(C(=N1)C)CN1N=NC(=C1)C(=O)OCC ethyl 1-[(2-{3-azabicyclo[3.1.0]hex-3-yl}-4-methylpyrimidin-5-yl) methyl]-1H-1,2,3-triazole-4-carboxylate